4-(5-(3,5-dimethylisoxazol-4-yl)-1-(piperidin-4-yl)-1H-pyrrolo[2,3-b]pyridin-3-yl)-3-(trifluoromethoxy)benzoic acid CC1=NOC(=C1C=1C=C2C(=NC1)N(C=C2C2=C(C=C(C(=O)O)C=C2)OC(F)(F)F)C2CCNCC2)C